(4-((5-chloro-4-(1-isopropyl-1H-pyrazolyl)pyrimidin-2-yl)amino)-2-fluoro-5-methoxyphenyl)(4-methylpiperazin-1-yl)methanethione ClC=1C(=NC(=NC1)NC1=CC(=C(C=C1OC)C(=S)N1CCN(CC1)C)F)C1=NN(C=C1)C(C)C